O=C1NC(CCC1N1C(C2=CC=CC(=C2C1)SCCCCCC(=O)O)=O)=O 6-((2-(2,6-dioxopiperidin-3-yl)-1-oxoisoindoline-4-yl)thio)hexanoic acid